ls-10-methyl-4b-(3-methyl-1H-indol-2-yl)-11-(3-nitrophenyl)-11,11a-dihydroindeno[2',1':4,5]pyrrolo[1,2-a]indol-12(4bH)-one CC1=C2N(C=3C=CC=CC13)C1(C(C2C2=CC(=CC=C2)[N+](=O)[O-])C(C2=CC=CC=C21)=O)C=2NC1=CC=CC=C1C2C